N1C=NC(=C1)C(C)NC1=C(C=CC=C1)C=1N=CSC1 (-)-N-(1-(1H-imidazol-4-yl)ethyl)-2-(thiazol-4-yl)aniline